ClC1=C(C=CC(=C1)Cl)C1CC(C=C(C1)O)=O 2',4'-dichloro-5-hydroxy-1,6-dihydro-[1,1'-biphenyl]-3(2H)-one